6-(2-hydroxy-2-methylpropoxy)-4-(6-(3-(6-methoxynicotinoyl)-3,6-diazabicyclo[3.1.1]hept-6-yl)pyridin-3-yl)pyrazolo[1,5-a]pyridine-3-carbonitrile OC(COC=1C=C(C=2N(C1)N=CC2C#N)C=2C=NC(=CC2)N2C1CN(CC2C1)C(C1=CN=C(C=C1)OC)=O)(C)C